1-(8-(4-amino-7-methyl-5-(4-(pyrimidin-2-yloxy)phenyl)-7H-pyrrolo[2,3-d]pyrimidin-6-yl)-2-azaspiro[4.5]dec-7-en-2-yl)prop-2-en-1-one NC=1C2=C(N=CN1)N(C(=C2C2=CC=C(C=C2)OC2=NC=CC=N2)C2=CCC1(CCN(C1)C(C=C)=O)CC2)C